COC=1C=C(C=CC1)C1=NN2C=NC=3C(=CC=CC3C2=N1)C 3-methoxyphenyl-7-methyl[1,2,4]triazolo[1,5-c]quinazolin